[8-(6,7-dimethoxyquinolin-4-yl)-2,8-diazaspiro[4.5]decan-2-yl](imino)methyl-λ6-sulfanone COC=1C=C2C(=CC=NC2=CC1OC)N1CCC2(CCN(C2)[SH2](=O)C=N)CC1